(E)-5-formylmandelic acid C(=O)C=1C=CC=C(C(C(=O)O)O)C1